4-hydroxy-4-(prop-2-yn-1-yl)piperidine-1-carboxylic acid tert-butyl ester C(C)(C)(C)OC(=O)N1CCC(CC1)(CC#C)O